4aH-Cycloprop[e]azulen C1=C2C3=CC=CC3C=CC=C21